N-benzyl-8-methyl-4,5-dihydro-1H-furo[2,3-g]indazole-7-carboxamide C(C1=CC=CC=C1)NC(=O)C1=C(C2=C(CCC=3C=NNC23)O1)C